OC1=CC=C(OC2=CC(=CC(=C2)OC2=CC=C(C=C2)O)OC2=CC=C(C=C2)O)C=C1 1,3,5-tris(4-hydroxyphenoxy)benzene